2-((E)-4-((4-((E)-2-(benzo[d]thiazol-2-yl)vinyl)phenyl)(phenyl)amino)styryl)-3-methylbenzo[d]thiazol-3-ium S1C(=NC2=C1C=CC=C2)/C=C/C2=CC=C(C=C2)N(C2=CC=C(/C=C/C=1SC3=C([N+]1C)C=CC=C3)C=C2)C2=CC=CC=C2